N-((R or S)-(3-chloro-2,4-difluorophenyl)(2-(trifluoromethyl)pyrimidin-5-yl)methyl)-(R or S)-2-cyclopropyl-3-oxopiperazine-1-carboxamide ClC=1C(=C(C=CC1F)[C@H](NC(=O)N1[C@@H](C(NCC1)=O)C1CC1)C=1C=NC(=NC1)C(F)(F)F)F |o1:8,13|